Cl.NC/C(/CN1N=CN(C1=O)CC1=CC=C(S1)C=1C=C2CC(NC2=CC1)=O)=C\F 5-[5-(1-[(2E)-2-(aminomethyl)-3-fluoroprop-2-en-1-yl]-5-oxo-1,5-dihydro-4H-1,2,4-triazol-4-ylmethyl)thiophen-2-yl]-1,3-dihydro-2H-indol-2-one hydrochloride